3-[6-(6-Methoxy-5-trifluoromethyl-pyridin-3-yl)-5,6,7,8-tetrahydro-pyrido[4,3-d]pyrimidin-4-yloxy]-azetidine-1-carboxylic Acid Tert-Butyl Ester C(C)(C)(C)OC(=O)N1CC(C1)OC=1C2=C(N=CN1)CCN(C2)C=2C=NC(=C(C2)C(F)(F)F)OC